FC(C1=NC=C(C(=O)N(C)C[C@@H](CC2=CC=CC=C2)O)C=C1C#CC=1C=NN(C1)C)F R-6-(difluoromethyl)-N-(2-hydroxy-3-phenylpropyl)-N-methyl-5-((1-methyl-1H-pyrazol-4-yl)ethynyl)nicotinamide